5-((2-(3-((4-((4-(3-(5-(tert-Butyl)-2-methoxy-3-(methylsulfonamido)phenyl)ureido)naphthalin-1-yl)oxy)pyridin-2-yl)amino)-5-methoxyphenoxy)ethoxy)methyl)-1-methyl-1H-pyrrol C(C)(C)(C)C=1C=C(C(=C(C1)NC(NC1=CC=C(C2=CC=CC=C12)OC1=CC(=NC=C1)NC=1C=C(OCCOCC2=CC=CN2C)C=C(C1)OC)=O)OC)NS(=O)(=O)C